OC1(CCC(CC1)C(=O)N(C[C@@H]1CC[C@H](CC1)C1=CC(=C(C=C1)OC)C)C1=CC(=CC=C1)C=1C=NN(C1)C(C)C)C 4-Hydroxy-N-(3-(1-isopropyl-1H-pyrazol-4-yl)phenyl)-N-((trans-4-(4-methoxy-3-methylphenyl)cyclohexyl)methyl)-4-methylcyclohexanecarboxamide